1-(3-methoxy-1,2,4-thiadiazol-5-yl)-7-{3-[(5-methoxypyridin-2-yl)carbamoyl]azetidin-1-yl}-5-methyl-4-oxo-1,4-dihydro-1,8-naphthyridine-3-carboxylic acid COC1=NSC(=N1)N1C=C(C(C2=C(C=C(N=C12)N1CC(C1)C(NC1=NC=C(C=C1)OC)=O)C)=O)C(=O)O